(R)-4-(4-bromo-5-fluoro-1H-indazole-7-carbonyl)-3-(hydroxymethyl)piperazine-1-carboxylic acid tert-butyl ester C(C)(C)(C)OC(=O)N1C[C@@H](N(CC1)C(=O)C=1C=C(C(=C2C=NNC12)Br)F)CO